FC1=C(C(=O)C2=CC=C(C(=O)N[C@H]3[C@@H](CNC3)NC(=O)C=3C=C4C=NNC4=CC3)C=C2)C(=CC=C1OC)O N-[(3R,4R)-4-[4-(2-fluoro-6-hydroxy-3-methoxybenzoyl)benzamido]pyrrolidin-3-yl]-1H-indazole-5-carboxamide